ClC=1N=C(C2=C(N1)C(=C(N=C2)Cl)F)N2CC1(CCC(C2)N1C(=O)OC(C)(C)C)COC([2H])([2H])[2H] tert-butyl 3-(2,7-dichloro-8-fluoropyrido[4,3-d]pyrimidin-4-yl)-1-((methoxy-d3)methyl)-3,8-diazabicyclo[3.2.1]octane-8-carboxylate